benzamidobutyric acid C(C1=CC=CC=C1)(=O)NC(C(=O)O)CC